Cl.COC1=C(C=C(C=C1)C=1CCNCC1)S(=O)(=O)NC=1C=NC=2CCNC(C2C1)=O 2-Methoxy-N-(5-oxo-5,6,7,8-tetrahydro-1,6-naphthyridin-3-yl)-5-(1,2,3,6-tetrahydropyridin-4-yl)benzenesulfonamide hydrochloride